ClC=1C(=NSC1Cl)C(=O)OC methyl 4,5-dichloroisothiazole-3-carboxylate